[C@@H]1([C@H](O)[C@@H](O)[C@H](O)[C@H](O1)CO)OC1=CC2=C(C(C[C@H](O2)C2=CC=C(C=C2)O)=O)C=C1 (S)-2,3-dihydro-7-(β-D-glucopyranosyl-oxy)-2-(4-hydroxyphenyl)-4H-1-benzopyran-4-one